N-methyl-phenylamine CNC1=CC=CC=C1